methyl 6,11-dioxo-6,11-dihydro-5H-benzo[b]carbazole-2-carboxylate O=C1C2=C(C(C=3C4=CC(=CC=C4NC13)C(=O)OC)=O)C=CC=C2